methylenebis(tetramethylbutylphenol) C(C1=C(C(=C(C(=C1CCCC)C)C)C)OC)C1=C(C(=C(C(=C1CCCC)C)C)C)OC